C(C1=CC=CC=C1)N1CCC(=CC1)COC=1C=C2CN(C(C2=CC1Br)=O)N1C(CCCC1=O)=O (5-((1-benzyl-1,2,3,6-tetrahydropyridin-4-yl)methoxy)-6-bromo-1-oxoisoindol-2-yl)piperidine-2,6-dione